C=1N=CN2C1C1=CC=CC=C1[C@H]2[C@H]2[C@H](C1(CC2)CCOCC1)O (1R,2S)-2-((R)-5H-Imidazo[5,1-a]isoindol-5-yl)-8-oxaspiro[4.5]decan-1-ol